CC=1SC2=C(N1)C=CC(=C2)NC(C)=O N-(2-methyl-1,3-benzothiazol-6-yl)acetamide